4-(4-((2-(2,6-dioxopiperidin-3-yl)-1,3-dioxoisoindolin-5-yl)methyl)piperazin-1-yl)-N-(5-((R)-2-methoxy-2-phenylacetyl)-1,4,5,6-tetrahydropyrrolo[3,4-c]pyrazol-3-yl)benzamide O=C1NC(CCC1N1C(C2=CC=C(C=C2C1=O)CN1CCN(CC1)C1=CC=C(C(=O)NC=2C3=C(NN2)CN(C3)C([C@@H](C3=CC=CC=C3)OC)=O)C=C1)=O)=O